ClC1=C(C(=CC=C1)F)CC(=O)N1[C@H](C2=CC=CC(=C2C[C@@H]1CO)C=1C=NNC1)C 2-(2-Chloro-6-fluorophenyl)-1-((1S,3R)-3-(hydroxymethyl)-1-methyl-5-(1H-pyrazol-4-yl)-3,4-dihydroisochinolin-2(1H)-yl)ethan-1-on